C(C1=CC=CC=C1)C1=C(SC2=C1CN([C@H](C=1N2C(=NN1)C)C)C1CCC1)C (S)-3-benzyl-5-cyclobutyl-2,6,9-trimethyl-5,6-dihydro-4H-thieno[3,2-f][1,2,4]triazolo[4,3-a][1,4]diazepine